2-((2r,6s)-4-(2-(4-(3-(6-cyano-5-(trifluoromethyl)pyridin-3-yl)-5,5-dimethyl-4-oxo-2-thioxoimidazol-1-yl)-2-cyclobutylphenoxy)ethyl)-2,6-dimethylpiperazin-1-yl)acetic acid C(#N)C1=C(C=C(C=N1)N1C(N(C(C1=O)(C)C)C1=CC(=C(OCCN2C[C@H](N([C@H](C2)C)CC(=O)O)C)C=C1)C1CCC1)=S)C(F)(F)F